N1(CCCCC1)C1CCN(CC1)C(=O)C=1C(=NC(=CC1)NC1=NC=C(C(=N1)C=1C=C(C2=C(N(C(=N2)C)C(C)C)C1)F)F)C [1,4'-bipiperidin]-1'-yl-(6-((5-fluoro-4-(4-fluoro-1-isopropyl-2-methyl-1H-benzo[d]imidazol-6-yl)pyrimidin-2-yl)amino)-2-methylpyridin-3-yl)methanone